CS(=O)(=O)O (2R,3R,4S)-methanesulfonic acid